(12S,16R)-13-ethyl-8,12-dimethyl-16-(3,3,3-trifluoro-propyl)-12,13,16,17,18,19,20,21-octa-hydro-6,23:11,7-di(azeno)imidazo[2,1-c][1,4,10,13,15]oxatetraazacyclohenicosin-14(15H)-one C(C)N1[C@H](C=2N=CC(=C(C3=CN4C(C(OCCCCC[C@@H](NC1=O)CCC(F)(F)F)=N3)=NC=C4)N2)C)C